2-amino-4-hydroxythiazole (2R,3S,4S)-4-hydroxy-2-{[4-(1,3-oxazol-5-yl)phenyl]methyl}pyrrolidin-3-yl-N-[(3-fluorophenyl)methyl]carbamate O[C@@H]1[C@H]([C@H](NC1)CC1=CC=C(C=C1)C1=CN=CO1)N(C(O)=O)CC1=CC(=CC=C1)F.NC=1SC=C(N1)O